(4-hydroxy-3-ethoxybenzyl)amide OC1=C(C=C(C[NH-])C=C1)OCC